N-(8-(methylamino)-5-(tetrahydro-2H-pyran-3-yl)-2,7-naphthyridin-3-yl)cyclopropanecarboxamide CNC=1N=CC(=C2C=C(N=CC12)NC(=O)C1CC1)C1COCCC1